CC(C[C@@H](B1OC[C@H](N([C@@H](C(O1)=O)C)C)C)NC([C@H](CC1=CC=CC=C1)NC(=O)C1=NC=CN=C1)=O)C N-((S)-1-(((R)-3-methyl-1-((5R,7R)-5,6,7-trimethyl-4-oxo-1,3,6,2-dioxazaborocan-2-yl)butyl)amino)-1-oxo-3-phenylpropan-2-yl)pyrazine-2-carboxamide